C1(=CC=CC=C1)N1C=NC=C1 N-phenyl-imidazole